(4-bromo-2-methylphenyl)methylamine BrC1=CC(=C(C=C1)CN)C